BrC1=CN=C2N1CCCC1=C2C=NC=C1 3-Bromo-6,7-dihydro-5H-imidazo[1,2-a]pyrido[3,4-c]azepine